C(=O)(OC(C)(C)C)N1CC(C1)N 1-Boc-3-(amino)azetidine